ClC1=NC=C(C(=C1)B(O)O)OC (2-chloro-5-methoxypyridin-4-yl)boronic acid